C(C1=CC=CC=C1)OCC(C1=NC(=NO1)C1=CC(=CC=C1)F)NC(OC(C)(C)C)=O tert-butyl N-[2-benzyloxy-1-[3-(3-fluorophenyl)-1,2,4-oxadiazol-5-yl] ethyl]carbamate